ClC=1C=CC2=C(N=C(S2)C2=CC=NC=C2)C1 5-chloro-2-(Pyridin-4-yl)benzo[d]thiazole